2-[1-(2-hydroxy-3,5-dit-pentylphenyl)ethyl]-4,6-dipentylphenyl acrylate C(C=C)(=O)OC1=C(C=C(C=C1CCCCC)CCCCC)C(C)C1=C(C(=CC(=C1)C(C)(C)CC)C(C)(C)CC)O